tert-butyl 4-(4-((tert-butoxycarbonyl)amino)-2-(3-(trifluoromethyl)-phenyl)butyl)piperidine-1-carboxylate C(C)(C)(C)OC(=O)NCCC(CC1CCN(CC1)C(=O)OC(C)(C)C)C1=CC(=CC=C1)C(F)(F)F